CC(C(=O)N1N=CC2=CC3=C(C=C12)C(=C(N3C3=CC=C(C=C3)F)C(C)C)OC(C3=CC(=CC=C3)OC)=O)(C)C [1-(2,2-dimethylpropionyl)-5-(4-fluorophenyl)-6-isopropyl-pyrrolo[2,3-f]indazol-7-yl]-3-methoxy-benzoate